N1(CCC(CC1)C=O)C1=CC=NC=C1 (3,4,5,6-Tetrahydro-2h-[1,4']Bipyridinyl-4-Yl)-Methanone